6-(cis-bicyclo[3.1.0]hexan-3-yloxy)-5-fluoropyridin-3-amine C12CC(CC2C1)OC1=C(C=C(C=N1)N)F